CC1C(=NC=C(C1=O)C)CO 3,5-dimethyl-2-hydroxymethyl-4-pyridone